BrC1=CN(C2=C1N=CN=C2Cl)C(=O)OC(C)(C)C tert-butyl 7-bromo-4-chloro-5H-pyrrolo[3,2-d]pyrimidine-5-carboxylate